benzyl (3S,5S)-3-fluoro-5-[[4-(isopropylamino)-5-nitro-pyrimidin-2-yl]amino]piperidine-1-carboxylate F[C@@H]1CN(C[C@H](C1)NC1=NC=C(C(=N1)NC(C)C)[N+](=O)[O-])C(=O)OCC1=CC=CC=C1